1H-indol-2-carbonitril N1C(=CC2=CC=CC=C12)C#N